(4-(6-chloropyridazin-3-yl)piperazin-1-yl)-2,3-dihydro-1H-indene-5-carboxylic acid ClC1=CC=C(N=N1)N1CCN(CC1)C1CCC2=CC(=CC=C12)C(=O)O